CC1=C(C=C(C(=O)NC=2N=NC=C(C2)C(F)(F)F)C=C1)N1N=CC(=C1)C=1C=NC=CC1 4-methyl-3-[4-(3-pyridinyl)pyrazol-1-yl]-N-[5-(trifluoromethyl)pyridazin-3-yl]benzamide